C(C)(C)(C)[Si](OCC=1C=CC(=C(C1)O)OC)(C)C 5-((tert-butyl-(dimethyl)silyl)oxymethyl)-2-methoxyphenol